C1(CC1)OCCOC=1C=C2C(=NC(=NC2=CC1C#C)C)N[C@H](C)C=1C(=C(C=CC1)C(C(C)(O)C)(F)F)F (R)-1-(3-(1-((6-(2-cyclopropoxyethoxy)-7-ethynyl-2-methylquinazolin-4-yl)amino)Ethyl)-2-fluorophenyl)-1,1-difluoro-2-methylpropan-2-ol